tris-(dimethylamino)methyl-phenol CN(C)C(N(C)C)(N(C)C)C1=C(C=CC=C1)O